C1(=CCCCC1)C1=CC=C(C=C1)S(=O)(=O)NC1=C(C=CC=C1)C#CC=1C=CC(=NC1)C(=O)O 5-(2-{2-[4-(cyclohex-1-en-1-yl)benzenesulfonamido]phenyl}-ethynyl)pyridine-2-carboxylic acid